C12(NCCC(C1)C2)C(=O)O.OCC21CCCC(N2C(=O)NC2=CC(=C(C=C2)C)C2=NN3C(C=N2)=CC=C3)C1 1-(hydroxymethyl)-N-(4-methyl-3-(pyrrolo[2,1-f][1,2,4]triazin-2-yl)phenyl)-6-azabicyclo[3.1.1]heptane-6-carboxamide azabicyclo[3.1.1]heptane-1-carboxylate